4-(3-chloro-5-fluorophenoxy)-2-cyclopentyl-N-(4-(methylsulfonyl)but-3-en-2-yl)pyrimidine-5-carboxamide ClC=1C=C(OC2=NC(=NC=C2C(=O)NC(C)C=CS(=O)(=O)C)C2CCCC2)C=C(C1)F